O-PHOSPHOSERIN P(=O)(O)(O)OC[C@H](N)C(=O)O